cadmium mercury telluride [Hg]=[Te].[Cd]